[N+](=O)([O-])C1=NNC(=C1)C=C 3-nitro-5-vinyl-1H-pyrazole